IC1=C(C(=C(C=2C(C3=CC=CC=C3C(C12)=O)=O)O)O)I 1,2-diiodo-3,4-dihydroxyl-9,10-anthraquinone